C(CCCCCCC(CCCCCCCC(=O)OCC1=CC=CC=C1)(C(=O)OC(C)(C)C)C(=O)OC(C)(C)C)C(=O)OCC1=CC=CC=C1 1,15-dibenzyl 8,8-di-tert-butyl pentadecane-1,8,8,15-tetracarboxylate